1-(5-{[(5-chlorothiophen-2-yl)methyl]amino}-3-[1-(1,2,4-oxadiazol-3-ylmethyl)piperidin-4-yl]-1H-pyrazol-1-yl)-2,2-dimethylpropan-1-one ClC1=CC=C(S1)CNC1=CC(=NN1C(C(C)(C)C)=O)C1CCN(CC1)CC1=NOC=N1